5-chloro-2-(difluoromethyl)-N-((1r,4r)-4-((2-oxo-3-(1H-pyrrolo[2,3-b]pyridin-5-yl)-2,3-dihydro-1H-imidazo[4,5-b]pyridin-1-yl)methyl)cyclohexyl)nicotinamide ClC=1C=NC(=C(C(=O)NC2CCC(CC2)CN2C(N(C3=NC=CC=C32)C=3C=C2C(=NC3)NC=C2)=O)C1)C(F)F